C(=C)COCCO[SiH3] vinylmethoxyethoxysilane